CC1=NC(=NC=C1S(=O)(=O)N1C[C@H]2CNC[C@@H]2C1)C(F)(F)F |r| Rac-(3aR,6aR)-2-((4-methyl-2-(trifluoromethyl)pyrimidin-5-yl)sulfonyl)octahydropyrrolo[3,4-c]pyrrole